pyrido[2,3-d]Pyrimidin-4(3H)-one hydrochloride Cl.N1=CNC(C2=C1N=CC=C2)=O